5-(4-cyano-3-fluorophenyl)-1-(2-fluoro-4-(pyrrolidin-1-yl)phenyl)-N-methyl-N-(piperidin-3-yl)-1H-pyrazole-3-carboxamide C(#N)C1=C(C=C(C=C1)C1=CC(=NN1C1=C(C=C(C=C1)N1CCCC1)F)C(=O)N(C1CNCCC1)C)F